4-((8-methyl-2,3-dihydro-1H-pyrido[2,3-b][1,4]oxazin-7-yl)amino)-N-(3-(methylamino)-4-(4-methylpiperazin-1-yl)phenyl)-2-oxo-1,2-dihydropyridine-3-carboxamide CC1=C(C=NC=2OCCNC21)NC2=C(C(NC=C2)=O)C(=O)NC2=CC(=C(C=C2)N2CCN(CC2)C)NC